3-[[4-[2-[(2,6-dimethylpyrimidin-4-yl)amino]pyrazolo[1,5-a]pyridin-5-yl]-6-prop-1-ynyl-3-pyridyl]oxy]-2,2-dimethyl-propanenitrile CC1=NC(=CC(=N1)NC1=NN2C(C=C(C=C2)C2=C(C=NC(=C2)C#CC)OCC(C#N)(C)C)=C1)C